C(C)(C)N1CCC2(CC1)OC1=C(C2)C=C(C(=C1)N1CCOCC1)NC(=O)C=1C=NN2C1N=CC=C2 N-(1'-isopropyl-6-morpholino-3H-spiro[benzofuran-2,4'-piperidin]-5-yl)pyrazolo[1,5-a]pyrimidine-3-carboxamide